B(OC1=CC(=CC(=C1)C(F)(F)F)C(F)(F)F)([O-])[O-] 3,5-bis(trifluoromethyl)phenyl borate